ClC1=CC(=C(N=N1)OC1=CC(=CC=C1)C(F)(F)F)C(OC)=N methyl 6-chloro-3-[3-(trifluoromethyl)phenoxy]pyridazine-4-carboximidate